COCCOCCNC(C[C@@H](C1=CC=CC=C1)NC(C(CC)(C)C)=O)=O (S)-N-(3-((2-(2-methoxyethoxy)ethyl)amino)-3-oxo-1-phenylpropyl)-2,2-dimethylbutyramide